CC1C(NC2=CC=CC(=C2N1S(=O)(=O)C1=C(C=C(C=C1)C=1C=NN(C1)C)C)C)=O 3,5-dimethyl-4-[2-methyl-4-(1-methylpyrazol-4-yl)phenyl]sulfonyl-1,3-dihydroquinoxalin-2-one